6-(2,4-di-tert-butoxypyrimidin-5-yl)-N-isobutylimidazo[1,2-b]pyridazin-8-amine C(C)(C)(C)OC1=NC=C(C(=N1)OC(C)(C)C)C=1C=C(C=2N(N1)C=CN2)NCC(C)C